COC1=C(C(=CC(=C1)OC)\C=C\C1=CC=C(C=C1)OCCCCCCN1CCCCC1)/C=C/C(=O)C1=C(C=C(C=C1)OC)O (E)-3-(2,4-dimethoxy-6-((E)-4-(6-piperidinohexyloxy)styryl)phenyl)-1-(2-hydroxy-4-methoxyphenyl)prop-2-en-1-one